BrC1=CC2=C(N3C(S2)=NC(=C3)C3=C(C(=O)N)C=CC=C3C(F)(F)F)C=C1 (7-bromobenzo[d]imidazo[2,1-b]thiazol-2-yl)-3-(trifluoromethyl)benzamide